CC1=C(C=CC=C1CC1CCCCC1)CC1CCCCC1 (2-methyl-1,3-phenylen)bis(methylen)dicyclohexan